FC1=CC=C(C=C1)C=1C2=C(NN1)OCCC2C 3-(4-fluorophenyl)-4-methyl-1,4,5,6-tetrahydropyrano[2,3-c]pyrazole